C1(CC1)C1=NC=C(C(=N1)OC1=CC=CC=C1)C(=O)NC(C=CS(=O)(=O)C)C1CCOCC1 2-cyclopropyl-N-(3-(methylsulfonyl)-1-(tetrahydro-2H-pyran-4-yl)allyl)-4-phenoxypyrimidine-5-carboxamide